C1=CC=CC=2C3=CC=CC=C3C(C12)COC(=O)NC1(CCC(CC1)=O)C(=O)O 1-((((9H-fluoren-9-yl)methoxy)-carbonyl)amino)-4-oxocyclohexane-1-carboxylic acid